C(#N)C=1C=C(C=CC1)[C@]1([C@@H](CN(CC1)C(=O)OC(C)(C)C)CN(C)C)O tert-butyl (3r,4s)-4-(3-cyanophenyl)-3-((dimethylamino) methyl)-4-hydroxypiperidin-1-carboxylate